tert-butyl 4-[[4-[4-[(2,6-dioxo-3-piperidyl)amino]-2-fluoro-phenyl]-3,3-difluoro-1-piperidyl]methyl]piperidine-1-carboxylate O=C1NC(CCC1NC1=CC(=C(C=C1)C1C(CN(CC1)CC1CCN(CC1)C(=O)OC(C)(C)C)(F)F)F)=O